1-(tert-butyl) 2-methyl (2S,4S)-4-((tert-butyldimethylsilyl) oxy)-2-(2-(chloromethyl) allyl)-pyrrolidine-1,2-dicarboxylate [Si](C)(C)(C(C)(C)C)O[C@H]1C[C@](N(C1)C(=O)OC(C)(C)C)(C(=O)OC)CC(=C)CCl